(1r,2r)-N-[5-[3-(6-tert-butyl-8-fluoro-1-oxo-phthalazin-2-yl)-5-fluoro-2-(hydroxymethyl)phenyl]-1-methyl-2-oxo-3-pyridinyl]-2-fluoro-cyclopropanecarboxamide C(C)(C)(C)C=1C=C2C=NN(C(C2=C(C1)F)=O)C=1C(=C(C=C(C1)F)C=1C=C(C(N(C1)C)=O)NC(=O)[C@@H]1[C@@H](C1)F)CO